ClCC1=CC=2N(C=C1)C(=C(N2)C2=NC=CC=C2)C2=CC1=CC=CC=C1C=C2 7-(chloromethyl)-3-(naphthalen-2-yl)-2-(pyridin-2-yl)imidazo[1,2-a]pyridine